3-[(5-chloro-1H-indol-2-yl)methyl]-1-[1-(1-hydroxycyclobutanecarbonyl)piperidin-3-yl]-1-methylurea ClC=1C=C2C=C(NC2=CC1)CNC(N(C)C1CN(CCC1)C(=O)C1(CCC1)O)=O